C(#N)C=1C=C(C=CC1)N1CC(CC1=O)NC(=O)NC1=C(C=CC=C1)F 1-[1-(3-cyanophenyl)-5-oxopyrrolidin-3-yl]-3-(2-fluorophenyl)urea